C(C)(C)(C)[NH3+].N1(CCC1)C(=O)[O-] azetidine-1-carboxylic acid tert-butyl-ammonium salt